para-aminobenzoyl chloride hydrochloride Cl.NC1=CC=C(C(=O)Cl)C=C1